CN(C1=C(C(=O)NC2CCNCC2)C=CC=C1)S(=O)(=O)C 2-[Methyl(methylsulfonyl)amino]-N-(4-piperidyl)benzamide